2-azabicyclo-[3.3.0]octane C12NCCC2CCC1